N(=[N+]=[N-])CCOCCOCCOCCOC[C@@]12[C@H]3[C@@H]([C@H]([C@@H](OC1)O2)N)OC(O3)(C)C (3aR,4S,7S,8R,8aR)-4-(13-azido-2,5,8,11-tetraoxatridecyl)-2,2-dimethylhexahydro-4,7-epoxy[1,3]dioxolo[4,5-d]oxepin-8-amine